C12COCC(CNC1)N2C(=O)N 3-oxa-7,9-diazabicyclo[3.3.1]nonan-9-carboxamid